6-(4-amino-3-isopropyl-3H-imidazo[4,5-c]pyridin-6-yl)-3,3-dimethyl-1-((1s,3s)-3-(piperidin-1-yl)cyclobutyl)-1,3-dihydro-2H-pyrrolo[3,2-b]pyridin-2-one NC1=NC(=CC2=C1N(C=N2)C(C)C)C=2C=C1C(=NC2)C(C(N1C1CC(C1)N1CCCCC1)=O)(C)C